1-(3-fluoro-4-(((5-fluoro-2-((4-morpholinophenyl)amino)pyrimidin-4-yl)oxy)methyl)piperidin-1-yl)ethan-1-one FC1CN(CCC1COC1=NC(=NC=C1F)NC1=CC=C(C=C1)N1CCOCC1)C(C)=O